cyclopent-2,4-diene C1C=CC=C1